[4-[(3-methyl-2-pyridinyl)methyl]piperazin-1-yl]-2-oxazol-5-yl-pyrazolo[1,5-a]pyrimidine-3-carbonitrile CC=1C(=NC=CC1)CN1CCN(CC1)C1=NC=2N(C=C1)N=C(C2C#N)C2=CN=CO2